methyl 2-(dimethoxymethyl)-4-(5-fluoro-4-(1-fluoroethyl) pyridin-3-yl)-5-oxo-1,4,5,7-tetrahydrofurano[3,4-b]pyridine-3-carboxylate COC(C1=C(C(C2=C(N1)COC2=O)C=2C=NC=C(C2C(C)F)F)C(=O)OC)OC